(3-(5-aminothiophen-2-yl)-1-methyl-1H-pyrazol-5-yl)dicyclopropylphosphine oxide NC1=CC=C(S1)C1=NN(C(=C1)P(C1CC1)(C1CC1)=O)C